(2S,3S,4R,5S)-2-[5,6-dichloro-2-(propan-2-ylamino)benzimidazol-1-yl]-5-(hydroxymethyl)oxolane-3,4-diol ClC1=CC2=C(N(C(=N2)NC(C)C)[C@H]2O[C@H]([C@@H]([C@@H]2O)O)CO)C=C1Cl